3-((3-bromo-4-fluorophenyl)(2-isopropyl-6-methylphenyl)amino)-3-carbonylpropionic acid methyl ester COC(CC(=C=O)N(C1=C(C=CC=C1C)C(C)C)C1=CC(=C(C=C1)F)Br)=O